N-(5-Chloro-6-(1,1-dioxidoisothiazolidin-2-yl)pyridin-3-yl)-1-(isochinolin-4-yl)-5-(trifluoromethyl)-1H-pyrazol-4-carboxamid ClC=1C=C(C=NC1N1S(CCC1)(=O)=O)NC(=O)C=1C=NN(C1C(F)(F)F)C1=CN=CC2=CC=CC=C12